((3-Hydroxypropyl)azanediyl)bis(nonane-9,1-diyl) bis(2-butyloctanoate) C(CCC)C(C(=O)OCCCCCCCCCN(CCCCCCCCCOC(C(CCCCCC)CCCC)=O)CCCO)CCCCCC